4-(benzyloxy)-5-bromo-6-fluoro-2,3-dihydrobenzo[d]isothiazole 1,1-dioxide C(C1=CC=CC=C1)OC1=C(C(=CC2=C1CNS2(=O)=O)F)Br